3-{[(4,5-dihydro-1H-imidazol-2-yl)methyl]-(4-tolyl)amino}phenol methanesulfonate CS(=O)(=O)OC1=CC(=CC=C1)N(C1=CC=C(C=C1)C)CC=1NCCN1